ClC=1C(=NC=CC1)N1N=C(C=C1C(=O)NC=1C(=CC=2N(C1C(=O)NCC)N=CC2)C)OC 6-(1-(3-Chloropyridin-2-yl)-3-methoxy-1H-pyrazol-5-carboxamido)-N-ethyl-5-methylpyrazolo[1,5-a]pyridin-7-carboxamid